COC1=CC=C(C=C1)C=1SC(=CC1)C1=CC=C(C=C1)OC 2,5-bis(4-methoxyphenyl)thiophene